4-methyl-6,8-diphenylquinoline CC1=CC=NC2=C(C=C(C=C12)C1=CC=CC=C1)C1=CC=CC=C1